ClC1=C(C(=CC=C1Cl)OCOCC[Si](C)(C)C)C1CC(N(C1)CCSC)=O 4-(2,3-dichloro-6-((2-(trimethylsilyl)ethoxy)methoxy)phenyl)-1-(2-(methylthio)ethyl)pyrrolidin-2-one